C(C)NC(=O)NC1=CC=CC=C1 N-ethyl-N'-phenylurea